C(C)N(CCCC1=CC(=C(C=C1)NC1=NC=C(C(=C1)NCCCN1C(OCCC1)=O)C(F)(F)F)C(F)(F)F)CC 3-(3-((2-((4-(3-(diethylamino)propyl)-2-(trifluoromethyl)phenyl)amino)-5-(trifluoromethyl)pyridin-4-yl)amino)propyl)-1,3-oxazinan-2-one